OC1(C(CCCC1)OC)C#CC1=CC=C(C(=O)[O-])C=C1 (Z)-4-((1-hydroxy-2-methoxy cyclohexyl)ethynyl)benzoate